3-((tert-butyldimethylsilyl)oxy)-N-(4-(chlorodifluoromethoxy)-phenyl)-4-hydroxy-2'-oxo-4'-(1H-pyrazol-5-yl)spiro[cyclopentane-1,3'-indoline]-6'-carboxamide [Si](C)(C)(C(C)(C)C)OC1CC2(C(NC3=CC(=CC(=C23)C2=CC=NN2)C(=O)NC2=CC=C(C=C2)OC(F)(F)Cl)=O)CC1O